(S)-2-(2-methyl-2-phenylpropionamido)-9-(5,6,7,8-tetrahydro-1,8-naphthyridin-2-yl)nonanoic acid CC(C(=O)N[C@H](C(=O)O)CCCCCCCC1=NC=2NCCCC2C=C1)(C)C1=CC=CC=C1